2-(2-(2-Azidoethoxy)ethoxy)ethanol guanidinopropyl-phosphoramidate N(C(=N)N)CCCNP(O)(=O)OCCOCCOCCN=[N+]=[N-]